FC(C(=O)O)(F)F.FC(C(=O)O)(F)F.NC1CN(CC1)C1=C(C=NC(=C1C1=CC(=CC(=C1)F)F)C#N)C(=O)NC(C(F)(F)F)C 4-[3-aminopyrrolidin-1-yl]-6-cyano-5-(3,5-difluorophenyl)-N-[1,1,1-trifluoropropan-2-yl]pyridine-3-carboxamide bis(2,2,2-trifluoroacetate)